(±)-trans-3-butyl-3-ethyl-2,3,4,5-tetrahydro-7,8-dimethoxy-5-phenyl-1,4-benzothiazepine 1,1-dioxide C(CCC)[C@]1(CS(C2=C([C@@H](N1)C1=CC=CC=C1)C=C(C(=C2)OC)OC)(=O)=O)CC |r|